2,4-dimethyl-2,4-di-n-propyl-cyclobutane-1,3-diol CC1(C(C(C1O)(CCC)C)O)CCC